2'-amino-2-bromo-N-(5-chloro-6-(2H-1,2,3-triazol-2-yl)pyridin-3-yl)-4',5-difluoro-[1,1'-biphenyl]-4-carboxamide NC1=C(C=CC(=C1)F)C1=C(C=C(C(=C1)F)C(=O)NC=1C=NC(=C(C1)Cl)N1N=CC=N1)Br